1-trifluoroethoxy-4-pyridinemethanamine FC(CON1CC=C(C=C1)CN)(F)F